OC(C)(C)C=1N=C(SC1)[S@](=O)(N)=NC(NC1=C2CCCC2=CC2=C1OCC2)=O (S)-4-(2-hydroxy-propan-2-yl)-N'-((3,5,6,7-tetrahydro-2H-indeno[5,6-b]furan-8-yl)carbamoyl)thiazole-2-sulfonimidamide